CN1C(=C(C=N1)C#N)N 1-methyl-4-cyano-5-amino-1,2-pyrazole